[N+](=O)([O-])C1=CC=C(C=C1)\C=C\[C@@H]1[C@@H](C1)C1=CC=C(C=C1)C 1-nitro-4-((E)-2-((1r,2r)-2-(p-tolyl)cyclopropyl)vinyl)benzene